FC(C(=O)OC)(S(=O)F)F methyl 2,2-difluoro-2-fluorosulfinyl-acetate